Cl.COC(=O)C1NCC(C1)C1=CC(=C(C=C1)OC(F)F)OC([2H])([2H])C1CC1 4-(3-(cyclopropyl-(1,1-dideutero)methoxy)-4-(difluoromethoxy)phenyl)pyrrolidine-2-carboxylic acid methyl ester hydrochloride